4-((5-((3aS,4S,6aR)-2-oxohexahydro-1H-thieno[3,4-d]imidazol-4-yl)pentanamido)methyl)benzoic acid O=C1N[C@H]2[C@@H](N1)CS[C@H]2CCCCC(=O)NCC2=CC=C(C(=O)O)C=C2